6-((5-Azaspiro[2.4]heptan-5-yl)methyl)-2-(6-chloro-4-(1-methyl-4-(4-methyl-4H-1,2,4-triazol-3-yl)-1H-pyrazol-5-yl)pyridin-2-yl)-4-(trifluoromethyl)isoindolin-1-one C1CC12CN(CC2)CC2=CC(=C1CN(C(C1=C2)=O)C2=NC(=CC(=C2)C2=C(C=NN2C)C2=NN=CN2C)Cl)C(F)(F)F